OC1CC2(C1)CN(CCC2)C(=O)OC(C)(C)C tert-Butyl (2R,4S)-2-hydroxy-6-azaspiro[3.5]nonane-6-carboxylate